4-(pyridin-4-ylethynyl)benzoic acid N1=CC=C(C=C1)C#CC1=CC=C(C(=O)O)C=C1